[Cl-].C(CCCCCCCCCCC)[N+](COCCCCCCCCCCCC)(C)C Dodecyl-dimethyl-(dodecyloxymethyl)ammonium Chloride